4-bromobenzothioamide BrC1=CC=C(C(N)=S)C=C1